6-(3-methylisoxazol-5-yl)-4-(6-(piperazin-1-yl)pyridin-3-yl)pyrazolo[1,5-a]pyridine-3-carbonitrile dihydrochloride Cl.Cl.CC1=NOC(=C1)C=1C=C(C=2N(C1)N=CC2C#N)C=2C=NC(=CC2)N2CCNCC2